[4-(3-tert-Butyl-1,2,4-triazol-1-yl)-3-chlorophenyl]-[4-(5-methyloxazolo[4,5-b]pyridin-2-yl)piperazin-1-yl]methanon C(C)(C)(C)C1=NN(C=N1)C1=C(C=C(C=C1)C(=O)N1CCN(CC1)C=1OC=2C(=NC(=CC2)C)N1)Cl